OCC(CO)(CO)CO 2,2-dihydroxymethyl-1,3-propanediol